[Cu](Cl)Cl copper (II) chloride